ClC1=NC=CC(=N1)NC1=C2CN(C(C2=CC=C1)=O)C1C(NC(CC1)=O)=O 3-[4-[(2-chloropyrimidin-4-yl)amino]-1-oxo-isoindolin-2-yl]piperidine-2,6-dione